tert-Butyl 4-(4-((4-(1-(But-3-en-1-yl)-1H-pyrazol-4-yl)-7-tosyl-7H-pyrrolo[2,3-d]pyrimidin-2-yl)amino)phenyl)piperidine-1-carboxylate C(CC=C)N1N=CC(=C1)C=1C2=C(N=C(N1)NC1=CC=C(C=C1)C1CCN(CC1)C(=O)OC(C)(C)C)N(C=C2)S(=O)(=O)C2=CC=C(C)C=C2